NC(CNCC(=O)O)C N-(2-aminopropyl)glycine